4-(3-oxoisothiazolo[5,4-b]pyridin-2(3H)-yl)benzoic acid methyl ester COC(C1=CC=C(C=C1)N1SC2=NC=CC=C2C1=O)=O